O(C1=CC=C(C=C1)NC(C(C)C)=O)C1=CC=C(C=C1)NC(C(C)C)=O N,N'-(oxybis(4,1-phenylene))bis(2-methylpropanamide)